o-propargyl-biphenyl C(C#C)C1=C(C=CC=C1)C1=CC=CC=C1